5-(piperidin-4-yl)thiazole methyl-3-(2-methoxyethoxy)-4-nitro-5-[[(2S)-oxetan-2-yl]methylamino]benzoate COC(C1=CC(=C(C(=C1)NC[C@H]1OCC1)[N+](=O)[O-])OCCOC)=O.N1CCC(CC1)C1=CN=CS1